N-(5-(6-(4-(3-Hydroxyoxetan-3-yl)-3-methoxyphenyl)pyrazin-2-yl)thiophen-3-yl)pentanamide OC1(COC1)C1=C(C=C(C=C1)C1=CN=CC(=N1)C1=CC(=CS1)NC(CCCC)=O)OC